ClC1=NC(=CC=C1C(C)=O)F 1-(2-chloro-6-fluoro-3-pyridyl)ethanone